NC=1C=CC(=NC1)C(=O)C1(CC1)C1=NC=C(C=C1)F (5-Aminopyridin-2-yl)(1-(5-fluoropyridin-2-yl)cyclopropyl)methanone